tert-Butyl 4-(5-(2-fluorophenyl)-7-tosyl-7H-pyrrolo[2,3-d]pyrimidin-4-yl)-2,2-dimethylpiperazine-1-carboxylate FC1=C(C=CC=C1)C1=CN(C=2N=CN=C(C21)N2CC(N(CC2)C(=O)OC(C)(C)C)(C)C)S(=O)(=O)C2=CC=C(C)C=C2